5-[2-(Ethoxymethoxy)-6-fluoro-4-(trifluoromethyl)phenyl]-N-[(3R)-1-ethyl-3-piperidyl]oxazolo[4,5-b]pyridin-2-amine C(C)OCOC1=C(C(=CC(=C1)C(F)(F)F)F)C1=CC=C2C(=N1)N=C(O2)N[C@H]2CN(CCC2)CC